OC1=C(C2COC3=C(C(=CC(=C3C2)O)O)O)C(=C(C(=C1)O)CCC(=C)C)O 2',4',6',5,7,8-hexahydroxy-5'-isopentenyl-isoflavane